C(C)(C)(C)OC(C(CC1=CC=C(C=C1)OCCOCCOCC)OS(=O)(=O)C)=O 3-{4-[2-(2-ethoxyethoxy)ethoxy]phenyl}-2-[(methylsulfonyl)oxy]propanoic acid tert-butyl ester